ClC1=CC=C2C(=CC=NC2=C1)NCCC1=CC=C(C=C1)O 4-{2-[(7-chloroquinolin-4-yl)amino]ethyl}phenol